FC1=CC=C(C=C1)C(=O)C1=CNC=2N=C(N=C(C21)NC2COC2)NC2=CC=C(C=C2)N2CCN(CC2)C (4-fluorophenyl)(2-((4-(4-Methylpiperazin-1-yl)phenyl)amino)-4-(oxetan-3-ylamino)-7H-pyrrolo[2,3-d]pyrimidin-5-yl)methanone